ClC1=CC=C(C=C1)N1C=NC(C2=CC=CC=C12)=S 1-(4-chlorophenyl)-4-thioxo-1,4-dihydroquinazolin